FC1CC(N(C1)C(=O)C12CC(C1)(C2)COC2=NC=CC(=N2)C(=O)N)C2=CC(=CC=C2)F 2-((3-(4-fluoro-2-(3-fluoro-phenyl)pyrrolidine-1-carbonyl)bicyclo[1.1.1]-pentan-1-yl)methoxy)-pyrimidine-4-carboxamide